C(#N)C1=CC(=C(C=C1)[C@@H]1C=C(NC2=C(C=NC(=C12)OCC)C([2H])([2H])[2H])C)OC (S)-4-(4-cyano-2-methoxyphenyl)-5-ethoxy-2-methyl-8-trideuteromethyl-1,4-dihydro-1,6-naphthyridine